C(C)(C)(C)OC(=O)N1C(=C(C=2C1=CN=C(C2C)C2CCN(CC2)C(=O)OC(C)(C)C)C(C)C)C=2C=C(C=1N(C2)N=CN1)OC 5-(1-(tert-Butoxycarbonyl)piperidin-4-yl)-3-isopropyl-2-(8-methoxy-[1,2,4]triazolo[1,5-a]pyridin-6-yl)-4-methyl-1H-pyrrolo[2,3-c]pyridine-1-carboxylic acid tert-butyl ester